N1=CSC=2C=NC=C(C21)C2CC(C2)O (1r,3r)-3-(thiazolo[5,4-c]pyridin-7-yl)cyclobutan-1-ol